methylacryloyloxy(ethyl) carbonate C(OCCOC(C=CC)=O)([O-])=O